O1NC=C(C1)C(=O)[O-] isoxazole-4(5H)-carboxylate